7-amino-3-ethyl-2-methyl-5-(methylsulfonyl)pyrazolo[1,5-c]pyrimidine-6-carbonitrile NC1N(C(=CC=2N1N=C(C2CC)C)S(=O)(=O)C)C#N